5-chloro-2-(4-pyridinyl)-4-[3-(trifluoromethyl)piperazin-1-yl]-1H-pyrimidin-6-one ClC1=C(N=C(NC1=O)C1=CC=NC=C1)N1CC(NCC1)C(F)(F)F